3-(2,5-dimethyl-1H-pyrrol-1-yl)-2-thiophenecarboxylic acid methyl ester COC(=O)C=1SC=CC1N1C(=CC=C1C)C